ClC1=CC=C(C=C1)C=1C(=NC(=NC1)C=1C=NC=CC1)NCCC1CCNCC1 (4-chlorophenyl)-N-(2-(piperidin-4-yl)ethyl)-2-(pyridin-3-yl)pyrimidin-4-amine